2-AMINOBENZALDEHYDE HCL Cl.NC1=C(C=O)C=CC=C1